lanthanum-strontium [Sr].[La]